C(O)(O)=O.BrC1=C(CC2=CC=C(C=C2)[N+](=O)[O-])C=CC=C1 2-bromobenzyl-(4-nitrobenzene) carbonate